2-methyl-4,6-BIS(trichloromethyl)-s-triazine CC1=NC(=NC(=N1)C(Cl)(Cl)Cl)C(Cl)(Cl)Cl